C(C(C)C)C1=CC(=C(C#N)C=C1)C1CN(CC1)CC=1N=NC=CC1 4-isobutyl-2-[1-(pyridazin-3-ylmethyl)pyrrolidin-3-yl]benzonitrile